Cl.O1N=CC=C1CN isoxazol-5-ylmethanamine hydrochloride